4-(3,4-dihydroisoquinolin-1-yl)-2-methylidene-5-phenylpentanoic acid methyl ester COC(C(CC(CC1=CC=CC=C1)C1=NCCC2=CC=CC=C12)=C)=O